BrC1=CN=C(N1)C#N 5-bromo-1H-imidazole-2-carbonitrile